BrC1=NC2=CC=CC(=C2C=C1)Cl bromo-5-chloroquinolin